3-cyano-2-(1-methyl-1H-pyrazole-4-amido)-4,7-dihydrothieno[2,3-c]Pyridine-6(5H)-carboxylic acid tert-butyl ester C(C)(C)(C)OC(=O)N1CC2=C(CC1)C(=C(S2)NC(=O)C=2C=NN(C2)C)C#N